(S)-4-(5-(3-((2-((S)-3-carboxybutanoyl)-4-chloro-7-fluoro-6-methoxybenzo[b]thiophen-5-yl)oxy)propoxy)-7-chloro-4-fluoro-6-methoxy-isoindolin-2-yl)-2-methyl-4-oxobutanoic acid C(=O)(O)[C@H](CC(=O)C1=CC2=C(S1)C(=C(C(=C2Cl)OCCCOC=2C(=C1CN(CC1=C(C2OC)Cl)C(C[C@@H](C(=O)O)C)=O)F)OC)F)C